FC=1C=NC(=NC1)NC1=NC=C(C=C1)CN1CCN(CC1)C 5-fluoro-N-(5-((4-methylpiperazin-1-yl)methyl)pyridin-2-yl)pyrimidin-2-amine